N-(3-Fluoro-4-(4-methylpiperazin-1-yl)phenyl)-1-isopropyl-1H-[1,2,3]triazolo[4,5-h]quinazolin-8-amine hydrochloride Cl.FC=1C=C(C=CC1N1CCN(CC1)C)NC1=NC=2C3=C(C=CC2C=N1)N=NN3C(C)C